COC=1C=C(C=CC1OC)N(S(=O)(=O)C1=CC=CC=C1)S(=O)(=O)C1=CC=CC=C1 N-(3,4-dimethoxyphenyl)-N-(phenylsulfonyl)benzenesulfonamide